1-(4-amino-2-butyl-7-((1,2,3,4-tetrahydroisoquinolin-7-yl)methyl)-1H-imidazo[4,5-c]quinolin-1-yl)-2-methylpropan-2-ol NC1=NC=2C=C(C=CC2C2=C1N=C(N2CC(C)(O)C)CCCC)CC2=CC=C1CCNCC1=C2